1-methoxycarbonyl-thioxanthone COC(=O)C1=CC=CC=2SC3=CC=CC=C3C(C12)=O